6-(2-allyl-6-((4-(1-methylpiperidin-4-yl)phenyl)amino)-3-oxo-2,3-dihydro-1H-pyrazolo[3,4-d]pyrimidin-1-yl)pyridine-2-sulfonamide C(C=C)N1N(C2=NC(=NC=C2C1=O)NC1=CC=C(C=C1)C1CCN(CC1)C)C1=CC=CC(=N1)S(=O)(=O)N